FC(C=1C=CC(=C(C1)[C@@H](CCN(C(OC(C)(C)C)=O)C)CC=O)F)F tert-butyl (S)-(3-(5-(difluoromethyl)-2-fluorophenyl)-5-oxopentyl)(methyl)-carbamate